Cl.CO[C@@H]1[C@H](CC1)N (1s,2s)-2-methoxycyclobutylamine hydrochloride